FC(C1=CC=C2C(NC(N(C2=C1)C=1C(=NC=CC1)C(F)(F)F)=O)=O)(F)F 7-(trifluoromethyl)-1-(2-(trifluoromethyl)pyridin-3-yl)quinazolin-2,4(1H,3H)-dione